rac-N-[(2S,3R)-2-{[2-(3,5-difluorophenyl)-1,3-thiazol-4-yl]methyl}-4,4-difluoro-1-(1-hydroxycyclobutane-1-carbonyl)-pyrrolidin-3-yl]methanesulfonamide FC=1C=C(C=C(C1)F)C=1SC=C(N1)C[C@@H]1N(CC([C@@H]1NS(=O)(=O)C)(F)F)C(=O)C1(CCC1)O |r|